N-(benzo[d]thiazol-2-yl)-2-chloro-4-(piperidin-4-ylidenemethyl)benzamide S1C(=NC2=C1C=CC=C2)NC(C2=C(C=C(C=C2)C=C2CCNCC2)Cl)=O